C1=CC=NC2=C1[C@H]1[C@H](C[C@]3(CCCN13)CO)CO2 ((6aS,7aR,11aR)-6a,9,10,11a-tetrahydro-6H,7H-pyrido[3',2':5,6]pyrano[3,4-b]-pyrrolizin-7a(8H)-yl)methanol